COC=1C=C(C=NC1NC1=NNC2=CC(=CC=C12)[C@@H]1C[C@@]12C(NC1=CC=C(C=C21)OC)=O)S(=O)(=O)NC2(COC2)C 5-methoxy-6-({6-[(1R,2S)-5'-methoxy-2'-oxo-1',2'-dihydrospiro[cyclopropane-1,3'-indol]-2-yl]-1H-indazol-3-yl}amino)-N-(3-methyloxetan-3-yl)pyridine-3-sulfonamide